BrC1=C2C(=NC(=NC2=C(C=C1Cl)F)Cl)OC bromo-2,6-dichloro-8-fluoro-4-methoxyquinazoline